2-(5-(2-fluorophenyl)-4-((2S,5S)-4-(2-hydroxy-2-methylpropanoyl)-2,5-dimethylpiperazin-1-yl)-7H-pyrrolo[2,3-d]pyrimidin-7-yl)isonicotinonitrile FC1=C(C=CC=C1)C1=CN(C=2N=CN=C(C21)N2[C@H](CN([C@H](C2)C)C(C(C)(C)O)=O)C)C=2C=C(C#N)C=CN2